BrC=1C=2C3=C(N(C2C(=C(C1)Cl)Cl)C)C(CNC(C3)=O)CC(C)=O 10-Bromo-7,8-dichloro-6-methyl-5-(2-oxopropyl)-3,4,5,6-tetrahydroazepino[4,5-b]indol-2(1H)-one